1,2-bis(2-cyanoethoxy)butane C(#N)CCOCC(CC)OCCC#N